C(C)(C)OC1=C(C(=CC=C1)OC(C)C)C1=NC(=CC=C1)C1OCCO1 2-(2,6-diisopropoxyphenyl)-6-(1,3-dioxolan-2-yl)pyridine